COC1=C(C2=CC(=CC=C2C=C1)C=1C=NN(C1)C)NCC(C#N)=C 2-({[2-methoxy-7-(1-methyl-1H-pyrazol-4-yl)naphthalen-1-yl]amino}methyl)prop-2-enenitrile